BrC=1C=C2C3(C(N(C2=CC1)C([2H])([2H])[2H])=O)CC3 5'-bromo-1'-(methyl-d3)spiro[cyclopropane-1,3'-dihydroindole]-2'-one